(4-(3-((4-(4-(cyclopropylamino)-4-oxobutyl)-1-phenyl-1H-imidazol-2-yl) carbamoyl) phenyl)-1H-pyrazol-1-yl) methylmethylcarboxylate CCC(=O)ON1N=CC(=C1)C1=CC(=CC=C1)C(NC=1N(C=C(N1)CCCC(=O)NC1CC1)C1=CC=CC=C1)=O